BrC=1C=C(C=NC1)CN1CCOCC1 4-[(5-bromopyridin-3-yl)methyl]morpholine